ClC=1C=C(C=CC1)C=1N=CN(C(C1)=O)[C@H]1CCC[C@H](C(NC=2C=NN(C2C=2C=CN=C1C2)C)=O)C (9R,13S)-13-[4-(3-chlorophenyl)-6-oxo-1,6-dihydropyrimidin-1-yl]-3,9-dimethyl-3,4,7,15-tetraazatricyclo[12.3.1.02,6]Octadecan-1(18),2(6),4,14,16-pentaen-8-one